2-(prop-1-en-2-yl)benzoic acid C=C(C)C1=C(C(=O)O)C=CC=C1